5-ethoxy-4-hydroxy-1-methyl-3-[4-(trifluoromethyl)-2-pyridinyl]imidazolidin-2-one C(C)OC1C(N(C(N1C)=O)C1=NC=CC(=C1)C(F)(F)F)O